CN(C)\C=C\1/C(N([C@@H](C1)C(F)(F)F)C(=O)OC(C)(C)C)=O tert-butyl (3Z,5S)-3-(dimethylaminomethylene)-2-oxo-5-(trifluoromethyl)pyrrolidine-1-carboxylate